2-(6-methoxy-2-methyl-quinazolin-4-yl)sulfanyl-1-[5-(3-methoxypyrrolidin-3-yl)-2-thienyl]ethanone COC=1C=C2C(=NC(=NC2=CC1)C)SCC(=O)C=1SC(=CC1)C1(CNCC1)OC